4-chloro-7-fluoro-2-methylphthalazin-1(2H)-one ClC1=NN(C(C2=CC(=CC=C12)F)=O)C